[Cu].[Ni].[Pt].BrC1=CC=C(C=C1)C([2H])([2H])[2H] 1-bromo-4-(methyl-d3)benzene Platinum-Nickel-Copper